C1(CCCCC1)C1=NOC(=C1CO[C@H]1[C@@H]2CN([C@H](C1)C2)C=2SC1=C(N2)C(=CC(=C1)C(=O)OC)OC(F)(F)F)C1CC1 Methyl 2-[(1S,4S,5R)-5-[(3-cyclohexyl-5-cyclopropyl-1,2-oxazol-4-yl)methoxy]-2-azabicyclo[2.2.1]heptan-2-yl]-4-(trifluoromethoxy)-1,3-benzothiazole-6-carboxylate